(cis)-3-[5-bromo-2-methyl-7-(trifluoromethyl)-1H-1,3-benzimidazol-1-yl]-1-methylcyclobutanol BrC1=CC2=C(N(C(=N2)C)C2CC(C2)(O)C)C(=C1)C(F)(F)F